ClC=1C(=CC(=NC1)OC)C1=CC(=NN1)C(=O)N1CCC(CC1)C(=O)NCC1=C(C=CC=2NC=NC21)F (5-(5-chloro-2-methoxypyridin-4-yl)-1H-pyrazole-3-carbonyl)-N-((5-fluoro-1H-benzo[d]imidazol-4-yl)methyl)piperidine-4-carboxamide